(3R)-1-(3-chloro-2-piperazin-1-yl-6-quinolyl)pyrrolidin-3-amine dihydrochloride Cl.Cl.ClC=1C(=NC2=CC=C(C=C2C1)N1C[C@@H](CC1)N)N1CCNCC1